N6,N8-bis(2-ethylbutyl)-3-isopropyl-[1,2,4]triazolo[4,3-b]pyridazine-6,8-diamine C(C)C(CNC=1C=C(C=2N(N1)C(=NN2)C(C)C)NCC(CC)CC)CC